BrC=1C=C2C(=CN1)NC(=C2)C(=O)N(C)[C@@H]2COCC=1NC(C=3C=C(C(=CC3C12)F)F)=O (S)-5-Bromo-N-(8,9-difluoro-6-oxo-1,4,5,6-tetrahydro-2H-pyrano[3,4-c]isoquinolin-1-yl)-N-methyl-1H-pyrrolo[2,3-c]pyridine-2-carboxamide